CC1C(CCC1O)O 2-methylcyclopentan-1,3-diol